S-[2-[[(5S)-5-(acetylamino)-6-amino-6-oxohexyl]amino]-2-oxoethyl]coenzyme A trifluoroacetate FC(C(=O)O)(F)F.C(C)(=O)N[C@@H](CCCCNC(CSCCNC(CCNC([C@@H](C(COP(OP(OC[C@@H]1[C@H]([C@H]([C@@H](O1)N1C=NC=2C(N)=NC=NC12)O)OP(=O)(O)O)(=O)O)(=O)O)(C)C)O)=O)=O)=O)C(=O)N